BrCOC(C)=O.C(#C)C=1SC=C(N1)NC(=O)C1=NC2=CC=CC=C2C=C1 N-(2-ethynylthiazol-4-yl)quinoline-2-carboxamide Bromomethyl-acetate